1-(methyl-d3)-1,4,6,7-tetrahydro-5H-imidazo[4,5-c]pyridine-5-carboxylic acid C(N1C=NC=2CN(CCC21)C(=O)O)([2H])([2H])[2H]